NCC#CC1=C(C(=O)OC)C=CC(=C1)C(NCCCCCNC(C[C@H]1C=2N(C3=C(C(=N1)C1=CC=C(C=C1)Cl)C(=C(S3)C)C)C(=NN2)C)=O)=O methyl (S)-2-(3-aminoprop-1-yn-1-yl)-4-((5-(2-(4-(4-chlorophenyl)-2,3,9-trimethyl-6H-thieno[3,2-f][1,2,4]triazolo[4,3-a][1,4]diazepin-6-yl)acetamido)pentyl)carbamoyl)benzoate